C(CN[C@@H](CS)C(=O)O)N[C@@H](CS)C(=O)O ethylenedicysteine